5-[7-[[4-[(3R,5R)-5-[(5-bromo-1-methyl-6-oxo-pyridazin-4-yl)amino]-1-methyl-3-piperidyl]phenyl]methyl]-2,7-diazaspiro[3.5]nonan-2-yl]-2-(2,6-dioxo-3-piperidyl)isoindoline-1,3-dione BrC1=C(C=NN(C1=O)C)N[C@@H]1C[C@@H](CN(C1)C)C1=CC=C(C=C1)CN1CCC2(CN(C2)C=2C=C3C(N(C(C3=CC2)=O)C2C(NC(CC2)=O)=O)=O)CC1